ClC1=C(C(=CC(=C1)F)Cl)NC(NC=1C(=NC(=NC1)NC1CCOCC1)NC1CCC(CC1)C(=O)OC)=S Methyl (1s,4s)-4-((5-(3-(2,6-dichloro-4-fluorophenyl)thioureido)-2-((tetrahydro-2H-pyran-4-yl)amino)pyrimidin-4-yl)amino)cyclohexane-1-carboxylate